ethyl 2-amino-5,7-dichloropyrazolo[1,5-a]pyrimidine-3-carboxylate NC1=NN2C(N=C(C=C2Cl)Cl)=C1C(=O)OCC